F[C@@H]1[C@@H](C1)C(=O)NC1=NC=C2C=C(C(N(C2=C1)C)=O)C=1C=NC(=CC1C)[C@H](C)O (1S,2S)-2-fluoro-N-(3-(6-((S)-1-hydroxyethyl)-4-methylpyridin-3-yl)-1-methyl-2-oxo-1,2-dihydro-1,6-naphthyridin-7-yl)cyclopropane-1-carboxamide